C(C)(=O)O[C@@H]1[C@](O[C@H](C1)N1C2=NC(=NC(=C2N=C1)NC(CCCCCCCCCCCCC)=O)F)(CO)C#C (2R,3S,5R)-2-ethynyl-5-(2-fluoro-6-tetradecanamido-9H-purin-9-yl)-2-(hydroxymethyl)tetrahydrofuran-3-yl acetate